(2S)-2-amino-4-(cyclopropyl)butane N[C@@H](C)CCC1CC1